(4-cyanophenyl)-N-(2-(4-methylpiperazin-1-yl)ethyl)-5-(2-nitrophenyl)Azole-4-carboxamide C(#N)C1=CC=C(C=C1)C=1NC(=C(C1)C(=O)NCCN1CCN(CC1)C)C1=C(C=CC=C1)[N+](=O)[O-]